N-(3-(1-(3-bromophenyl)vinyl)-5-isopropyl-[1,1'-biphenyl]-4-yl)benzamide BrC=1C=C(C=CC1)C(=C)C=1C=C(C=C(C1NC(C1=CC=CC=C1)=O)C(C)C)C1=CC=CC=C1